tert-butyl (4-{[3-bromo-1-(4-methylbenzene-1-sulfonyl)-1H-pyrrolo[2,3-b]pyridin-4-yl]oxy}-3,5-difluorophenyl)carbamate BrC1=CN(C2=NC=CC(=C21)OC2=C(C=C(C=C2F)NC(OC(C)(C)C)=O)F)S(=O)(=O)C2=CC=C(C=C2)C